OC1=CC=C(C=C1)C1C(OC(O1)(C)C)=O 5-(4-hydroxyphenyl)-2,2-dimethyl-1,3-dioxolan-4-one